ClC=1C=C(CN2C(C3=CC(=CC=C3C2)C2=NC(=NC=C2)NC2CCOCC2)=O)C=CC1F 2-(3-chloro-4-fluorobenzyl)-6-(2-((tetrahydro-2H-pyran-4-yl)amino)pyrimidin-4-yl)isoindolin-1-one